ClC1=C(C(=O)NC2=C3C=NN(C3=CC=C2)C2=CC(=NC=C2)OC)C=C(C=C1)CNS(=O)(=O)C1CC1 2-Chloro-5-([(cyclopropylsulfonyl)amino]methyl)-N-[1-(2-methoxypyridin-4-yl)-1H-indazol-4-yl]benzamide